C=CC(CC)=O penten-3-one